trans-N1-(5-(imidazo[1,2-a]pyridin-6-yl)pyrrolo[2,1-f][1,2,4]triazin-2-yl)-N3-methylcyclobutane-1,3-diamine N=1C=CN2C1C=CC(=C2)C=2C=CN1N=C(N=CC12)N[C@@H]1C[C@H](C1)NC